C(CCC(=O)[O-])(=O)OC1=C(C=C(C=C1)C1=CC=C(C=C1)C=CC(=O)OC(C)(C)C)C12CC3CC(CC(C1)C3)C2 Mono-[3-adamantan-1-yl-4'-(2-tert-butoxycarbonyl-vinyl)-biphenyl-4-yl] succinate